N1(N=CC=C1)C[C@H](CC(=O)OC(C)(C)C)C(=O)N(C)[C@@H]1[C@H](CCCC1)N tert-butyl (S)-3-((1H-pyrazol-1-yl)methyl)-4-(((1S,2S)-2-aminocyclohexyl)(methyl) amino)-4-oxobutanoate